Benzoic acid 3-[2,3-difluoro-4-(4-methyl-6-oxo-4,5-dihydro-1H-pyridazin-3-yl) phenoxy]-2,2-Difluoropropyl ester FC1=C(OCC(COC(C2=CC=CC=C2)=O)(F)F)C=CC(=C1F)C1=NNC(CC1C)=O